2,6,10,14-tetra(hydroxymethyl)-2,6,10,14-tetramethyl-4,8,12-trioxa-1,15-pentadecanediol OCC(CO)(COCC(COCC(COCC(CO)(C)CO)(C)CO)(C)CO)C